[Ni+2].C1(=CC=CC=C1)S(=O)(=O)[O-].[Na+].C1(=CC=CC=C1)S(=O)(=O)[O-].C1(=CC=CC=C1)S(=O)(=O)[O-] sodium benzenesulfonate nickel